3,3-dimethyl-indole CC1(C=NC2=CC=CC=C12)C